O=C1NC2=C(N1C1C(NC(CC1)=O)=O)C=CC(=C2)N2CCC(CC2)N2C(C=C(C=C2)[C@@H]2CNC1(CC1)C2)=O 3-(2-oxo-5-(4-(2-oxo-4-((R)-4-azaspiro[2.4]heptan-6-yl)pyridin-1(2H)-yl)piperidin-1-yl)-2,3-dihydro-1H-benzo[d]imidazol-1-yl)piperidine-2,6-dione